ClC=1C=C(C(=NC1C1=NN(C=C1)C)C)NC(=O)C=1C=NN(C1C(F)(F)F)C1=C2C=CNC(C2=CC=C1)=O N-(5-chloro-2-methyl-6-(1-methyl-1H-pyrazol-3-yl)pyridin-3-yl)-1-(1-oxo-1,2-dihydroisoquinolin-5-yl)-5-(trifluoromethyl)-1H-pyrazole-4-carboxamide